4-[2-phenoxyethyl-[4-(5,6,7,8-tetrahydro-1,8-naphthyridin-2-yl)butyl]amino]-2-[(2-pyrimidin-4-ylacetyl)amino]butanoic acid O(C1=CC=CC=C1)CCN(CCC(C(=O)O)NC(CC1=NC=NC=C1)=O)CCCCC1=NC=2NCCCC2C=C1